chlorotributyl-tin Cl[Sn](CCCC)(CCCC)CCCC